ClC=1C(=C2N=C(N=C3C2=C(OCC2CCCCCN32)N1)OC[C@]13CCCN3C[C@@H](C1)F)F 2-chloro-1-fluoro-12-(((2R,7aS)-2-fluorotetrahydro-1H-pyrrolizin-7a(5H)-yl)methoxy)-5a,6,7,8,9,10-hexahydro-5H-4-oxa-3,10a,11,13-tetraazanaphtho[1,8-ab]heptalene